C[Si](CCOCC1=NNC=C1N)(C)C [2-(trimethylsilyl)ethoxy]methylpyrazol-4-amine